diallyl-4-cyclohexene-1,2-dicarboxylic acid C(C=C)C1=C(CC(C(C1)C(=O)O)C(=O)O)CC=C